2-((R)-2-hydroxy-2-((S)-1,2,3,4-tetrahydroisoquinolin-3-yl)ethyl)-4,4-dimethyl-6-(2-carbonyl-7-azaspiro[3.5]nonane-7-carbonyl)-3,4-dihydroisoquinolin-1(2H)-one hydrochloride Cl.O[C@H](CN1C(C2=CC=C(C=C2C(C1)(C)C)C(=O)N1CCC2(CC(C2)=C=O)CC1)=O)[C@H]1NCC2=CC=CC=C2C1